COC(C1=CC(=C(C=C1)C)NC(=O)C1=CN=C(S1)Cl)=O.C1(CC1)C1=CC(=NN1)NC(CC)=O N-(5-cyclopropyl-1H-pyrazol-3-yl)propanamide methyl-3-[(2-chloro-1,3-thiazole-5-carbonyl)amino]-4-methylbenzoate